C(C)(SCC1=CC=C(C=C1)NC(=O)OC(C)(C)C)=O S-(4-((tert-butoxycarbonyl) amino) benzyl) ethanethioate